(S)-(R)-2-aminopropionic acid sec-butyl ester [C@@H](C)(CC)OC([C@H](C)N)=O